((S)-2-Ethynyl-2-methyl-pyrrolidin-1-yl)-ethanone C(#C)[C@]1(N(CCC1)C(C)=O)C